ClC1=CC=C(C(=C1C#N)N1CCC(CC1)C1=NN=CN1C)C=1C=NC(=CC1)F 6-chloro-3-(6-fluoropyridin-3-yl)-2-[4-(4-methyl-1,2,4-triazol-3-yl)piperidin-1-yl]benzonitrile